N-[3-fluoro-4-[(6-methoxy-1,5-naphthyridin-4-yl)oxy]phenyl]-5-(4-fluoro-2-methylphenyl)-1,2-dimethyl-4-oxopyridine-3-carboxamide FC=1C=C(C=CC1OC1=CC=NC2=CC=C(N=C12)OC)NC(=O)C1=C(N(C=C(C1=O)C1=C(C=C(C=C1)F)C)C)C